O=C1NC(CCC1N1C(C2=CC=CC=C2C(C1=O)NCCOC(C(=O)NC1=CC=C(C2=NON=C21)[N+](=O)[O-])C)=O)=O 2-(2-((2-(2,6-dioxopiperidin-3-yl)-1,3-dioxoisoquinolin-4-yl)amino)ethoxy)N-(7-nitrobenzo[c][1,2,5]oxadiazol-4-yl)propanamide